CN(CC(=O)N(C)C(C)C1=CN=C(S1)C1=NNC(=C1C(C)C)C=1C=C(C=2N(C1)N=CN2)C)C 2-(dimethylamino)-N-(1-(2-(4-isopropyl-5-(8-methyl-[1,2,4]triazolo[1,5-a]pyridin-6-yl)-1H-pyrazol-3-yl)thiazol-5-yl)ethyl)-N-methylacetamide